DureneBenzylamine C=1(CC2=CC=CC=C2CN)C(C)=CC(C)=C(C)C1